CN1N=C(C2=CC=CC=C12)[C@@H](CNS(=O)(=O)C1=CC=C2C=CNC2=C1)N1CCCC1 (R)-N-(2-(1-methyl-1H-indazol-3-yl)-2-(pyrrolidin-1-yl)ethyl)-1H-indole-6-sulfonamide